COC(C(NC1=CC=CC=C1)CC=C)=O N-phenyl-α-allylglycine methyl ester